N-[1-[[(3-Amino-3-oxo-propyl)-(2-chloroacetyl)amino]carbamoyl]-3-methyl-butyl]-5-methoxy-6H-pyrrolo[2,3-c]pyridine-2-carboxamide NC(CCN(C(CCl)=O)NC(=O)C(CC(C)C)NC(=O)C=1C=C2C(=CNC(=C2)OC)N1)=O